FC1=C(N=C2N(C1=O)CC[C@H](N2CC2=NC(=NO2)C(C)C)C(F)(F)F)N2[C@@H](COCC2)C (S)-3-Fluoro-9-(3-isopropyl-[1,2,4]oxadiazol-5-yl-methyl)-2-((R)-3-methylmorpholin-4-yl)-8-trifluoromethyl-6,7,8,9-tetrahydro-pyrimido[1,2-a]-pyrimidin-4-one